tris(ethenyl)phosphate C(=C)OP(=O)(OC=C)OC=C